4-amino-1-methyl-1H-pyrazolo[4,3-c]quinoline-8-carbonyl chloride hydrochloride Cl.NC1=NC=2C=CC(=CC2C2=C1C=NN2C)C(=O)Cl